racemic-3-((3,3-dibutyl-7-(methylthio)-1,1-dioxido-5-phenyl-2,3,4,5-tetrahydro-1,5-benzothiazepin-8-yl)oxy)-2-methoxypropanoic acid C(CCC)C1(CS(C2=C(N(C1)C1=CC=CC=C1)C=C(C(=C2)OC[C@H](C(=O)O)OC)SC)(=O)=O)CCCC |r|